tert-butyl (2-((4-(3-(2-methylpyridin-4-yl)phenyl)thiazol-2-yl)amino)-2-oxoethyl)carbamate CC1=NC=CC(=C1)C=1C=C(C=CC1)C=1N=C(SC1)NC(CNC(OC(C)(C)C)=O)=O